NC1=C(C=C(C=C1)C1=CC2=C(N=C(N=C2)SC)N(C1=O)C(C)C)F 6-(4-Amino-3-fluorophenyl)-8-isopropyl-2-(methylthio)pyrido[2,3-d]pyrimidin-7(8H)-one